C(#N)C=1C2=C(C(=NC1N1[C@H](CC1)C)N1C[C@H]3C([C@@H](C1)C3)CC(=O)OCC)CCC2(F)F ethyl 2-((1R,5S)-3-(4-cyano-5,5-difluoro-3-((S)-2-methylazetidin-1-yl)-6,7-dihydro-5H-cyclopenta[c]pyridin-1-yl)-3-azabicyclo[3.1.1]heptan-6-yl)acetate